N(=S)S thionitroso mercaptan